C(#N)C1=CC(=C(C(=C1)C(C)C)NC(=O)C1=C(C=C(C=C1)C(C)(C)O)S(=O)(N)=N)C(C)C (4-cyano-2,6-diisopropylphenyl)carbamoyl-5-(2-hydroxypropan-2-yl)benzenesulfonimidamide